2-benzimidazolecarbamic acid, methyl ester N1=C(NC2=C1C=CC=C2)NC(=O)OC